CC1CC2(NC(C1)C2)C2=NC=C(C=N2)C#N 2-[cis-3-methyl-6-azabicyclo[3.1.1]heptan-1-yl]pyrimidine-5-carbonitrile